C(C)(=O)C=1C(=C(C(=O)OC)C=C(C1Br)F)N Methyl 3-acetyl-2-amino-4-bromo-5-fluorobenzoate